ClCC=1N=C(C=2N(C1)C=CN2)C2=CC=C(C=C2)C(F)(F)F 6-(chloromethyl)-8-(4-(trifluoromethyl)phenyl)imidazo[1,2-a]pyrazine